C1CCC12CCN(CC2)C2=CC=C(C(=N2)N)N 6-(7-azaspiro[3.5]nonan-7-yl)pyridine-2,3-diamine